C(C1=CC=CC=C1)OC1=C(C=C(C=O)C=C1)OCCC1=CC=CC=C1 4-(benzyloxy)-3-phenethoxybenzaldehyde